ethyl-bishydroxyethyl-methyl-ammonium methyl-sulfate COS(=O)(=O)[O-].C(C)[N+](C)(CCO)CCO